(S)-1-(1-(4-fluorophenyl)ethyl)-2-methyl-8-(1H-pyrrolo[2,3-b]pyridin-5-yl)-1H-imidazo[4,5-c]quinoline FC1=CC=C(C=C1)[C@H](C)N1C(=NC=2C=NC=3C=CC(=CC3C21)C=2C=C1C(=NC2)NC=C1)C